ethyl (R)-2-amino-5-(((benzyloxy)carbonyl)amino)pentanoate N[C@@H](C(=O)OCC)CCCNC(=O)OCC1=CC=CC=C1